NC1=C(C(=O)O)C=C(C(=C1I)C1=NC=C(C(=C1)C)F)C(F)(F)F 2-amino-4-(5-fluoro-4-methylpyridin-2-yl)-3-iodo-5-(trifluoromethyl)benzoic acid